ClC1=C(C=C(C=C1COC)O)C(\C=C\C1=CC(=C(C=C1)OC)Br)=O 1-(2-chloro-3-methoxymethyl-5-hydroxyphenyl)-3-(3-bromo-4-methoxyphenyl)-(2E)-2-propen-1-one